C(C)OC(=O)C1=NC(=CC=N1)NCC1=C(C=C(C=C1C)C(NO)=N)C 6-(4-(N-hydroxycarbamimidoyl)-2,6-dimethylbenzylamino)pyrimidine-2-carboxylic acid ethyl ester